C1(=CC=CC=C1)[C@H]1CC[C@H]2N(CCN(C2)C(=O)C2=C(C(=CC=C2)OCC=2C=NNC2)Cl)C1 [(7R,9aR)-7-phenyl-1,3,4,6,7,8,9,9a-octahydropyrido[1,2-a]pyrazin-2-yl]-[2-chloro-3-(1H-pyrazol-4-ylmethoxy)phenyl]methanone